N1N=CC(=C1)C1=CC=C(C=C1)C(=O)C1=CC(=NC=C1)N1CC(C1)N (4-(1H-pyrazol-4-yl)phenyl)(2-(3-aminoazetidin-1-yl)pyridin-4-yl)meth-anone